(6S)-N-{7-methoxy-6-[3-(pyrrolidin-1-yl)propoxy]-1H,2H,3H-cyclopenta[b]quinolin-9-yl}-4-methyl-1,4-oxazepan-6-amine COC1=CC=2C(=C3C(=NC2C=C1OCCCN1CCCC1)CCC3)N[C@H]3CN(CCOC3)C